N,N'-bis-lauroyl ethylenediamine diacrylate sodium [Na+].C(C=C)(=O)[O-].C(C=C)(=O)[O-].C(CCCCCCCCCCC)(=O)NCCNC(CCCCCCCCCCC)=O.[Na+]